6-(2-(2,4-Difluoro-5-methylphenyl)-5,6-dihydro-4H-pyrrolo[1,2-b]pyrazol-3-yl)benzo[d]thiazole FC1=C(C=C(C(=C1)F)C)C=1C(=C2N(N1)CCC2)C2=CC1=C(N=CS1)C=C2